CC1=CC=CC=C1C(=O)N 6-methylbenzamide